NC=1C=CC(=NC1)N1N=C(C(=C1)C1=CN=C(N1C)C(=O)NC1=CC(=C(C=C1)C(NC1(CNCC1)CO)=O)Cl)C(F)(F)F 5-[1-(5-amino-2-pyridyl)-3-(trifluoromethyl)pyrazol-4-yl]-N-[3-chloro-4-[(3-methylolpyrrolidin-3-yl)carbamoyl]phenyl]-1-methylimidazole-2-carboxamide